N-(adamantan-2-yl)-4-phenyl-1H-pyrrole-2-carboxamide C12C(C3CC(CC(C1)C3)C2)NC(=O)C=2NC=C(C2)C2=CC=CC=C2